acetyltributyl-glycerol citrate C(CC(O)(C(=O)O)CC(=O)O)(=O)O.C(C)(=O)C(C(C(O)(CCCC)CCCC)(O)CCCC)O